N-(1-(6-(benzo[d]thiazol-5-yl)-((2-(trimethyl-silyl)ethoxy)methyl)-1H-pyrazolo[4,3-b]pyridin-5-yl)-2-(3,5-difluorophenyl)ethyl)-2-(5-fluoro-1H-indol-3-yl)acetamide S1C=NC2=C1C=CC(=C2)C=2C=C1C(=NC2C(CC2=CC(=CC(=C2)F)F)NC(CC2=CNC3=CC=C(C=C23)F)=O)C=NN1COCC[Si](C)(C)C